CCCCCCCCCCCCOCCCCCCCCCCCC.[O-]S(=O)(=O)[O-].[Na+].[Na+] sodium lauryl ether sulfate